2-(3,4-dimethoxyphenyl)-5-[5-(piperidin-4-yl)-1,3,4-oxadiazol-2-yl]-3-(propane-2-yl)-1H-indole COC=1C=C(C=CC1OC)C=1NC2=CC=C(C=C2C1C(C)C)C=1OC(=NN1)C1CCNCC1